OC(C(C(=O)OC)OC)C1=CC=C(C2=C1SC=C2)OCCC=2N=C(OC2C)C2=C(C(=C(C(=C2[2H])[2H])[2H])[2H])[2H] methyl 3-hydroxy-2-methoxy-3-(4-(2-(5-methyl-2-(phenyl-d5)oxazol-4-yl)ethoxy)benzo[b]thiophen-7-yl)propanoate